(R)-5-Chloro-N-(1-cyclobutylethyl)-6-(2,6-difluoro-4-iodophenyl)-[1,2,4]triazolo[1,5-a]pyrimidin-7-amine ClC1=NC=2N(C(=C1C1=C(C=C(C=C1F)I)F)N[C@H](C)C1CCC1)N=CN2